C(C(C)C)C=1OCCN1 2-(isobutyl)oxazoline